NC([C@H](C[C@H]1C(NCCC1)=O)NC([C@H](CC1CC1)NC(=O)C1=CC=2C(=NC=CC2N1)OC)=O)=O N-[(1S)-2-[[(1S)-2-amino-2-oxo-1-[[(3S)-2-oxo-3-piperidyl]methyl]ethyl]amino]-1-(cyclopropylmethyl)-2-oxo-ethyl]-4-methoxy-1H-pyrrolo[3,2-c]pyridine-2-carboxamide